C[C@@]1(O)[C@H](O)[C@@H](O)[C@H](O)[C@H](O1)CO.O([C@@H]1[C@H](O)[C@@H](O)[C@H](O)[C@H](O1)CO)C Methyl alpha-D-glucopyranosid (Methyl alpha-D-glucopyranoside)